S1C(=NC2=C1C=CC=C2)[C@H]2N(CCC1=C2N=CN1)C(=O)C=1OC(=NN1)C=1C=NN(C1)CC(F)(F)F [(4S)-4-(1,3-benzothiazol-2-yl)-1,4,6,7-tetrahydroimidazo[4,5-c]pyridin-5-yl]-[5-[1-(2,2,2-trifluoroethyl)pyrazol-4-yl]-1,3,4-oxadiazol-2-yl]methanone